C(C(=C)C)(=O)OC[Si](OCC)(OCC)OCC methacryloyloxymethyl-triethoxysilane